C(C)(CC)C1=C(C=CC(=C1)C(C)CC)O 2,4-di-sec-butylphenol